FC(C(=O)O)(F)F.N1CC(C1)S azetidine-3-thiol, trifluoroacetic acid salt